FC=1C=C(C#N)C=C(C1)NC1=CSC=C1 3-Fluoro-5-(thiophen-3-ylamino)benzonitrile